ethyl 3-cyclopropyl-1H-pyrazole-4-carboxylate C1(CC1)C1=NNC=C1C(=O)OCC